C(#N)C1(CC1)NS(=O)(=O)C=1C=C(C=2N(C1)C(=NC2)C=2SC(=NN2)C(F)(F)F)N2CCC(CC2)NC(C(C)C)=O N-(1-(6-(N-(1-cyanocyclopropyl)sulfamoyl)-3-(5-(trifluoromethyl)-1,3,4-thiadiazol-2-yl)imidazo[1,5-a]pyridin-8-yl)piperidin-4-yl)isobutyramide